tert-butyl (3S,4S)-4-{[(1S,2R)-3,3-difluoro-2-(4-nitrobenzenesulfonamido)cyclohexyl]oxy}-3-fluoropiperidine-1-carboxylate FC1([C@@H]([C@H](CCC1)O[C@@H]1[C@H](CN(CC1)C(=O)OC(C)(C)C)F)NS(=O)(=O)C1=CC=C(C=C1)[N+](=O)[O-])F